CO\N=C\1/NC2=C(C=C(C=C2C(N1CC=1C=NN(C1)C)=O)S(NC1(CC1)C)(=O)=O)C=1N=C(N(C1)COCC[Si](C)(C)C)C(=O)O 4-[(2E)-2-methoxyimino-6-[(1-methylcyclopropyl)sulfamoyl]-3-[(1-methylpyrazol-4-yl)methyl]-4-oxo-1H-quinazolin-8-yl]-1-(2-trimethylsilylethoxymethyl)imidazole-2-carboxylic acid